O1COC2=C1C=CC(=C2)CNC(=O)C2NCCN(C2)C=2C=1C(N=CN2)=NN(C1)C1=CC=C(C=C1)C N-(benzo[d][1,3]dioxol-5-ylmethyl)-4-(2-(p-tolyl)-2H-pyrazolo[3,4-d]pyrimidin-4-yl)piperazine-2-carboxamide